[Na+].[Na+].P(=O)([O-])([O-])OC[C@@H]1[C@H]([C@H]([C@@H](O1)N1C=NC=2C(=O)NC(=O)NC12)O)O Xanthosine 5'-Monophosphate Disodium Salt